tri(hexyl) acetylcitrate C(C)(=O)C(C(=O)OCCCCCC)C(O)(C(=O)OCCCCCC)CC(=O)OCCCCCC